FC=1C=CC2=C([C@@H](C[C@@H](O2)C(=O)NC23CC(C2)(C3)N3N=CC(=C3)C3=NC=C(C=C3)OC(F)(F)F)O)C1 (2R,4R)-6-fluoro-4-hydroxy-N-(3-{4-[5-(trifluoromethoxy)pyridin-2-yl]-1H-pyrazol-1-yl}bicyclo[1.1.1]pentan-1-yl)-3,4-dihydro-2H-1-benzopyran-2-carboxamide